2-acetyl-6-(1-((2,6-diisopropylphenyl)imino)ethyl)pyridine C(C)(=O)C1=NC(=CC=C1)C(C)=NC1=C(C=CC=C1C(C)C)C(C)C